(R)-8-(8-((3-chloro-2-(dimethylamino)pyridin-4-yl)thio)-[1,2,4]triazolo[4,3-c]pyrimidin-5-yl)-8-azaspiro[4.5]decan-1-amine ClC=1C(=NC=CC1SC=1C=2N(C(=NC1)N1CCC3(CCC[C@H]3N)CC1)C=NN2)N(C)C